5-(3-methyl-1-((6-(piperidin-4-yl)pyridin-3-yl)methyl)-4,6-dihydropyrrolo[3,4-c]pyrazol-5(1H)-yl)quinoline-8-carbonitrile CC=1C2=C(N(N1)CC=1C=NC(=CC1)C1CCNCC1)CN(C2)C2=C1C=CC=NC1=C(C=C2)C#N